NC=1N=C(C2=C(N1)NC(=C2)C2=NC(=CC=C2)F)C=2C(=C(C=CC2)N2C(C1=C(C=C(C=C1C=C2)C2CC2)F)=O)CO 2-{3-[2-amino-6-(6-fluoropyridin-2-yl)-7H-pyrrolo[2,3-d]pyrimidin-4-yl]-2-(hydroxymethyl)phenyl}-6-cyclopropyl-8-fluoroisoquinolin-1(2H)-one